3-{[(benzyloxy)carbonyl]amino}-5-bromo-2-methylpyridin-1-ium-1-olate C(C1=CC=CC=C1)OC(=O)NC=1C(=[N+](C=C(C1)Br)[O-])C